4-methoxychlorostyrene COC1=CC=C(C=CCl)C=C1